[C@H]12CN(C[C@H](CC1)N2)C=2C1=C(N=C(N2)OC[C@H]2CN(CC2)C)C(=C(N=C1)C1=CC=CC2=CC=CC(=C12)Cl)F 4-((1R,5S)-3,8-diazabicyclo[3.2.1]octan-3-yl)-7-(8-chloronaphthalen-1-yl)-8-fluoro-2-(((R)-1-methylpyrrolidin-3-yl)methoxy)pyrido[4,3-d]pyrimidine